N-(4-{[6-(5-chloro-2-fluorophenyl)-3-methylpyridazin-4-yl]amino}pyridin-2-yl)cyclopropanecarboxamide ClC=1C=CC(=C(C1)C1=CC(=C(N=N1)C)NC1=CC(=NC=C1)NC(=O)C1CC1)F